(2-(4-(methoxycarbonyl)phenyl))-4-(pyridazin-3-yl)piperidine COC(=O)C1=CC=C(C=C1)C1NCCC(C1)C=1N=NC=CC1